2-(3-fluoro-2-methoxy-5-((2-methyloxazol-5-yl)methyl)phenyl)-2-((R)-3-((5-(5,6,7,8-tetrahydro-1,8-naphthyridin-2-yl)pentyl)oxy)pyrrolidin-1-yl)acetic acid FC=1C(=C(C=C(C1)CC1=CN=C(O1)C)C(C(=O)O)N1C[C@@H](CC1)OCCCCCC1=NC=2NCCCC2C=C1)OC